C(C)[C@]1(C(OCC=2C(N3CC=4N(C5=CC(=C(C=C5C(C4C3=CC21)=O)F)CO)[C@H]2CNCC2)=O)=O)O (S)-4-ethyl-8-fluoro-4-hydroxy-9-(hydroxymethyl)-11-((R)-pyrrolidin-3-yl)-1,12-dihydro-14H-pyrano[3',4':6,7]indolizino[2,1-b]quinoline-3,6,14(4H,11H)-trione